(6Ar,10aS)-10-(hydroxymethyl)-6,6,9-trimethyl-3-pentyl-6a,7,8,10a-tetrahydrobenzo[c]chromen-1-ol OCC1=C(CC[C@H]2C(OC=3C=C(C=C(C3[C@@H]21)O)CCCCC)(C)C)C